OC1CC(C1)OC1=CC=C(C2=C1N=C(O2)N2CC1N(C(C2)C1)C(=O)OC(C)(C)C)C=1SC=CN1 tert-Butyl 3-(4-(3-hydroxycyclobutoxy)-7-(thiazol-2-yl)benzo[d]oxazol-2-yl)-3,6-diazabicyclo[3.1.1]heptane-6-carboxylate